C(C)(C)(C)N(C(=O)OCC1(CCC1)NC=1C2=C(N=C(N1)Cl)CC(S2)C)[C@@H](C(=O)NCC2=CC=CC=C2)COC (1-((2-chloro-6-methyl-6,7-dihydrothieno[3,2-d]pyrimidin-4-yl)amino)cyclobutyl)methanol tert-butyl-R-1-(benzylamino)-3-methoxy-1-oxopropan-2-yl-carbamate